5-Benzyl 2-(tert-butyl) 2,5-diazaspiro[3.5]nonane-2,5-dicarboxylate Benzyl-chloroformate C(C1=CC=CC=C1)OC(=O)Cl.C1N(CC12N(CCCC2)C(=O)OCC2=CC=CC=C2)C(=O)OC(C)(C)C